C(C1=CC=CC=C1)(=O)[O-].C(C1=CC=CC=C1)(=O)[O-].[Sn+2].C[Si](CCOCN1N=NN=C1CO)(C)C (1-((2-(trimethylsilyl)ethoxy)methyl)-1H-tetrazol-5-yl)methanol tin (II) dibenzoate